ClC=1C=C(C=NC1)C=1N=NN(C1)CC1=CC=C(C=N1)C=1OC(=NN1)C(F)F 2-(6-((4-(5-chloropyridin-3-yl)-1H-1,2,3-triazol-1-yl)methyl)pyridin-3-yl)-5-(difluoromethyl)-1,3,4-oxadiazole